ClCC1(CC(=NO1)SCOC1=C(C(=C(C(=C1F)F)OCC)F)F)C 5-(chloromethyl)-3-(((4-ethoxy-2,3,5,6-tetrafluorophenoxy)methyl)thio)-5-methyl-4,5-dihydroisoxazole